C(C)(C)OC=1C=C(C=O)C=CC1 3-ISOPROPOXYBENZALDEHYDE